CC(C)(C)[S@](=O)N=CC1=NC=CC=C1 (S)-2-methyl-N-(pyridin-2-ylmethylene)propane-2-sulfinamide